(S)-2'-chloro-4-[(1-cyclopentylbutyl)carbamoyl]-6'-(6-fluoro-5-methoxy-1H-1,3-benzodiazol-2-yl)-[1,1'-biphenyl]-2-carboxylic acid ClC1=C(C(=CC=C1)C1=NC2=C(N1)C=C(C(=C2)OC)F)C=2C(=CC(=CC2)C(N[C@@H](CCC)C2CCCC2)=O)C(=O)O